NC1=C(C=C2C=C(NC2=C1)CNC(OC(C)(C)C)=O)Cl tert-butyl ((6-amino-5-chloro-1H-indol-2-yl)methyl)carbamate